(2S,4S)-4-azido-1-((3-butoxyadamantan-1-yl)glycyl)pyrrolidine-2-carbonitrile N(=[N+]=[N-])[C@H]1C[C@H](N(C1)C(CNC12CC3(CC(CC(C1)C3)C2)OCCCC)=O)C#N